3,4-dihydro-2(1H)quinolinone N1C(CCC2=CC=CC=C12)=O